rac-(7S)-7-tert-butyl-N-[rac-(1R)-3-(4-hydroxy-1-piperidyl)-1-[6-(3-hydroxypyrrolidin-1-yl)-3-pyridyl]propyl]-5,6,7,8-tetrahydrothiazolo[5,4-b]quinoline-2-carboxamide C(C)(C)(C)[C@@H]1CC=2C=C3C(=NC2CC1)SC(=N3)C(=O)N[C@H](CCN3CCC(CC3)O)C=3C=NC(=CC3)N3CC(CC3)O |r|